3-(1-((2,2-dimethyl-1,3-dioxan-5-yl)methyl)-6-nitro-1H-indol-3-yl)benzonitrile CC1(OCC(CO1)CN1C=C(C2=CC=C(C=C12)[N+](=O)[O-])C=1C=C(C#N)C=CC1)C